N-(4-((3S,5R)-3-amino-5-methylpiperidin-1-yl)-2,3-dihydrofuro[2,3-b]pyridin-5-yl)-2,2',6,6'-tetrafluoro-4'-methoxy-[1,1'-biphenyl]-3-carboxamide dihydrochloride Cl.Cl.N[C@@H]1CN(C[C@@H](C1)C)C1=C2C(=NC=C1NC(=O)C=1C(=C(C(=CC1)F)C1=C(C=C(C=C1F)OC)F)F)OCC2